FC=1C=C(C=CC1F)C=1N=CN(C1)[C@@H]1[C@H]2C[C@@H]([C@@H](C1)C2)NC(OCC2=CC=CC=C2)=O benzyl ((1R,2S,4R,5S)-5-(4-(3,4-difluorophenyl)-1H-imidazol-1-yl)bicyclo[2.2.1]heptan-2-yl)carbamate